OC12CC(C1)(C2)NC(C(N2CC(C(C21CC(CC1)(F)F)O)(F)F)=O)=O (3-hydroxybicyclo[1.1.1]pentan-1-yl)-2-oxo-2-(3,3,7,7-tetrafluoro-4-hydroxy-1-azaspiro[4.4]nonan-1-yl)acetamide